C(\C=C\C1=CC(O)=C(O)C=C1)(=O)NCCCCNCCCN Trans-caffeoyl-spermidine